(2S,4S)-2-[2-(3-cyano-5-methyl-pyrazol-1-yl)-6-[5-[(6-methylpyridazin-3-yl)amino]benzimidazol-1-yl]-3-pyridyl]-4-fluoro-pyrrolidine-1-carboxylic acid tert-butyl ester C(C)(C)(C)OC(=O)N1[C@@H](C[C@@H](C1)F)C=1C(=NC(=CC1)N1C=NC2=C1C=CC(=C2)NC=2N=NC(=CC2)C)N2N=C(C=C2C)C#N